ClC=1C=CC=C2[C@H](CCOC12)NC(=O)NC1=NN(C=C1)C1=CC=C(C=C1)C1CN(C1)C 1-[(4S)-8-chlorochroman-4-yl]-3-[1-[4-(1-methylazetidin-3-yl)phenyl]pyrazol-3-yl]urea